O=C1NC(CCC1N1C(OC2=C1C=CC(=C2)C2CCN(CC2)CC(=O)NCCOC2=CC1=C(C(=C(C=C1C=C2)O)N2S(NC(C2)=O)(=O)=O)F)=O)=O 2-[4-[3-(2,6-dioxo-3-piperidyl)-2-oxo-1,3-benzoxazol-6-yl]-1-piperidyl]-N-[2-[[8-fluoro-6-hydroxy-7-(1,1,4-trioxo-1,2,5-thiadiazolidin-2-yl)-2-naphthyl]oxy]ethyl]acetamide